CC1=C(N=NC(=C1)S[C@H]1[C@H]2CC[C@@H](CC1)N2C)C2=C(C=C(C=C2)C(F)(F)F)O |r| (Rac)-2-(4-methyl-6-(((1R,2R,5S)-8-methyl-8-azabicyclo[3.2.1]octan-2-yl)thio)pyridazin-3-yl)-5-(trifluoromethyl)phenol